ClC=1C2=CN(N=C2C(=C(C1)C1=CC=C(C=C1)N1CCN(CC1)CC(C)O)Cl)C(C(=O)NC=1SC=CN1)C1=C2N(C=N1)C[C@@H](C2)F rac-2-(4,7-Dichloro-6-(4-(4-(2-hydroxypropyl)piperazin-1-yl)phenyl)-2H-indazol-2-yl)((R)-6-fluoro-6,7-dihydro-5H-pyrrolo[1,2-c]imidazol-1-yl)-N-(thiazol-2-yl)acetamide